1-[4-(Azetidin-3-yl)phenyl]-4-(trifluoromethyl)pyridin-2-one N1CC(C1)C1=CC=C(C=C1)N1C(C=C(C=C1)C(F)(F)F)=O